C(C)S(=O)(=O)NC1=C(C=C(C=C1)C1=NNC(=C1C(=O)N)NC1=NC=C(N=C1)OC)OCC1=CC=C(C=C1)F 3-(4-(ethylsulfonamido)-3-((4-fluorobenzyl)oxy)phenyl)5-((5-methoxypyrazin-2-yl)amino)-1H-pyrazole-4-carboxamide